CC1(N(C2=CC=CC=C2C1)C1=NC(=CC(=C1)C(F)(F)F)C)C(=O)N methyl-1-(6-methyl-4-(trifluoromethyl)pyridin-2-yl)indoline-2-carboxamide